N-(2-(4-(difluoromethoxy)benzyl)benzo[d]thiazol-6-yl)-2-(4-(ethylsulfonyl)phenyl)-3-hydroxypropionamide FC(OC1=CC=C(CC=2SC3=C(N2)C=CC(=C3)NC(C(CO)C3=CC=C(C=C3)S(=O)(=O)CC)=O)C=C1)F